C(C1=CC=CC=C1)OC1=NN(C=C1C(=O)O)C1CCC2(OCCO2)CC1 3-(benzyloxy)-1-{1,4-dioxaspiro[4.5]dec-8-yl}-1H-pyrazole-4-carboxylic acid